N-(3-chloro-4-(difluoromethoxy)phenyl)-N'-(2-methyl-8-(propan-2-yl)imidazo[1,2-b]pyridazin-7-yl)urea ClC=1C=C(C=CC1OC(F)F)NC(=O)NC1=C(C=2N(N=C1)C=C(N2)C)C(C)C